3-(tert-butyl)-1-(2-morpholinoethyl)-1H-pyrazol-5-amine C(C)(C)(C)C1=NN(C(=C1)N)CCN1CCOCC1